CC=1N=NC=C(C1[C@@H](C)OC=1C=C2C(=NNC2=CC1)C=1C=C(C#N)C=C(C1)OCCO)C 3-[5-[(1R)-1-(3,5-dimethylpyridazin-4-yl)ethoxy]-1H-indazol-3-yl]-5-(2-hydroxyethoxy)benzonitrile